C(#N)C=1C=CC2=CN(N=C2C1OC1CN(C1)C1=C(C(=O)O)C=CC=N1)CC1=C2C=CNC2=C(C=C1S(=O)(=O)C)C 2-(3-((6-cyano-2-((7-methyl-5-(methylsulfonyl)-1H-indol-4-yl)-methyl)-2H-indazol-7-yl)oxy)azetidin-1-yl)nicotinic acid